(Z)-2-(1,3-dithian-2-yl)-4-methoxyphenyl 3-(4-bromophenyl)acrylate BrC1=CC=C(C=C1)\C=C/C(=O)OC1=C(C=C(C=C1)OC)C1SCCCS1